C(C=C)N1CC2=CC=CC(NC3=NC=NC(C=4C=NC=C(CCCNC(C1)=O)C4)=N3)=C2 14-prop-2-en-1-yl-3,5,7,14,17,23,27-heptaazatetracyclo[19.3.1.1~2,6~.1~8,12~]heptacosa-1(25),2(27),3,5,8(26),9,11,21,23-nonaen-16-one